CC=1C=NC(=NC1)N (5-methylpyrimidin-2-yl)amine